The molecule is a hydrochloride that is the monohydrochloride salt of SB 224289. Selective 5-HT1B receptor antagonist (pKi = 8.2). Displays >60-fold selectivity over 5-HT1D, 5-HT1A, 5-HT1E, 5-HT1F, 5-HT2A and 5-HT2C receptors in radioligand binding and functional assays. Centrally active following oral administration in vivo. It has a role as a prodrug and a serotonergic antagonist. It contains a SB 224289(1+). CC1=C(C=CC(=C1)C2=NOC(=N2)C)C3=CC=C(C=C3)C(=O)N4CCC5=CC6=C(C=C54)C7(CCN(CC7)C)CO6.Cl